tert-butyl (4aS,7aR)-3-[(3-chloro-2-methoxyphenyl)carbamothioyl]-4-hydroxy-2-oxo-2,4a,5,6,7,7a-hexahydro-1H-cyclopenta[b]pyridine-1-carboxylate ClC=1C(=C(C=CC1)NC(=S)C1=C([C@@H]2[C@H](N(C1=O)C(=O)OC(C)(C)C)CCC2)O)OC